COC1=C(C=CC(=C1)OC)CNC1=C(C(=NC(=C1)C)C)[N+](=O)[O-] N-[(2,4-dimethoxyphenyl)methyl]-2,6-dimethyl-3-nitro-pyridin-4-amine